C1C2(CC3=CC=CC=C13)CCCCC2 1',3'-dihydro-spiro[cyclohexane-1,2'-indene]